tert-butyl (((2S,4S)-5-chloro-4-(2-fluoro-3-methoxy-6-(methylcarbamoyl)phenyl)-2-phenyl-2,3-dihydrobenzofuran-2-yl)methyl)carbamate ClC=1C=CC2=C(C[C@](O2)(C2=CC=CC=C2)CNC(OC(C)(C)C)=O)C1C1=C(C(=CC=C1C(NC)=O)OC)F